(2R)-2-methyl-4-{4-[(3-methyl-4-{[1,2,4]triazolo[1,5-a]pyridin-7-yloxy}phenyl)amino]pyrido[3,2-d]pyrimidin-6-yl}piperazine-1-carboxylate C[C@H]1N(CCN(C1)C=1C=CC=2N=CN=C(C2N1)NC1=CC(=C(C=C1)OC1=CC=2N(C=C1)N=CN2)C)C(=O)[O-]